5-Amino-8-(2-furyl)-3-[2-[4-[[4-(2-methoxyethoxy)phenyl]methyl]piperazin-1-yl]ethyl]-1-methyl-[1,2,4]triazolo[5,1-f]purin-2-one NN1C=NC(=C2N3C(N=C12)N(C(N3C)=O)CCN3CCN(CC3)CC3=CC=C(C=C3)OCCOC)C=3OC=CC3